(R)-methyl 2-(1-((2-aminopyridin-3-yl) oxy) ethyl)-4-fluorobenzoate NC1=NC=CC=C1O[C@H](C)C1=C(C(=O)OC)C=CC(=C1)F